tert-butyl ((1H-imidazo[4,5-c]pyridin-2-yl)methyl)carbamate N1C(=NC=2C=NC=CC21)CNC(OC(C)(C)C)=O